[Si](C)(C)(C(C)(C)C)OCCOC=1C(=CC2=C(OC[C@@H](N2C(CCl)=O)C)N1)CC1=CC=C(C=C1)F (S)-1-(6-(2-((tert-butyldimethylsilyl)oxy)ethoxy)-7-(4-fluorobenzyl)-2-methyl-2,3-dihydro-1H-pyrido[2,3-b][1,4]oxazin-1-yl)-2-chloroethan-1-one